C(#C)C=1C(=CC=C2C=CC=C(C12)C1=C(C=2N=C(N=C(C2C=N1)O)OCC12CCCN2CC(C1)=C)F)F 7-(8-ethynyl-7-fluoronaphthalen-1-yl)-8-fluoro-2-((2-methylenehexahydro-1H-pyrrolizin-7a-yl)methoxy)pyrido[4,3-d]pyrimidin-4-ol